tert-butyl N-[(1S)-2-(5,6-dimethylpyrido[4,3-b]carbazol-9-yl)oxy-1-methyl-ethyl]-N-(2-methoxyethyl)carbamate CC1=C2C(=CC=3C=4C=C(C=CC4N(C13)C)OC[C@H](C)N(C(OC(C)(C)C)=O)CCOC)C=NC=C2